ClC=1C=C2C(=C3C1NC(NC31CCCCC1)=O)OC(=N2)C(=O)N2CC(CC2)OC 5-chloro-2-(3-methoxypyrrolidine-1-carbonyl)-7,8-dihydro-6H-spiro[[1,3]oxazolo[5,4-f]quinazoline-9,1'-cyclohexane]-7-one